COC=1C=C(C(=O)NC)C=CC1NCC#CC=1N(C2=CC=CC(=C2C1)NC1CCC(CC1)N1CC2(C1)CCC2)CC(F)(F)F 3-methoxy-N-methyl-4-{[3-(4-{[(1S,4S)-4-{2-azaspiro[3.3]heptan-2-yl}cyclohexyl]amino}-1-(2,2,2-trifluoroethyl)-1H-indol-2-yl)prop-2-yn-1-yl]amino}benzamide